2-((4-((3S)-3-((3-(ethanesulfonamido)-1-oxa-8-azaspiro[4.5]decane-8-yl)methyl)pyrrolidin-1-yl)pyrimidin-5-yl)oxy)-5-fluoro-N,N-diisopropylbenzamide C(C)S(=O)(=O)NC1COC2(C1)CCN(CC2)C[C@H]2CN(CC2)C2=NC=NC=C2OC2=C(C(=O)N(C(C)C)C(C)C)C=C(C=C2)F